6-(1-(5-(6-(pyrrolidin-1-yl)pyrazin-2-yl)-1,3,4-thiadiazol-2-ylethyl)pyridin-3-yl)piperidin-3-amine N1(CCCC1)C1=CN=CC(=N1)C1=NN=C(S1)CCN1CC(=CC=C1)C1CCC(CN1)N